CS(=O)(=O)OC1CCC(CC1)(C)O (trans)-4-hydroxy-4-methylcyclohexyl methanesulfonate